ClC1=C(OCCCN2CCN(CC2)C(=O)[O-])C=C(C=C1[N+](=O)[O-])C(=O)OC 4-(3-(2-chloro-5-(methoxycarbonyl)-3-nitrophenoxy)propyl)piperazine-1-carboxylate